methyl 3-(8-chloroimidazo[1,5-a]pyrazin-3-yl)bicyclo[3.2.1]octane-8-carboxylate ClC=1C=2N(C=CN1)C(=NC2)C2CC1CCC(C2)C1C(=O)OC